Cl.N1CCOCC1 morpholin hydrochloride